(R)-6-bromo-1-(3-((5-(2-chloro-4-phenoxybenzoyl)-7H-pyrrolo[2,3-d]pyrimidin-4-yl)amino)piperidin-1-yl)hexan-1-one BrCCCCCC(=O)N1C[C@@H](CCC1)NC=1C2=C(N=CN1)NC=C2C(C2=C(C=C(C=C2)OC2=CC=CC=C2)Cl)=O